2-(4-bromophenoxy)-N,N-dimethyl-ethanamine BrC1=CC=C(OCCN(C)C)C=C1